C[C@H]1O[C@H](CC(C1)NC1=NC=CC2=C1C(=NN2)C2=NN(C=C2)C(C)C)C N-((2R,4S,6S)-2,6-dimethyltetrahydro-2H-pyran-4-yl)-3-(1-isopropyl-1H-pyrazol-3-yl)-1H-pyrazolo[4,3-c]pyridin-4-amine